6-(4-(2-ethynyloxazol-5-yl)phenyl)-7-methyl-5-(4-((4-methylpyrimidin-2-yl)oxy)phenyl)-7H-pyrrolo[2,3-d]pyrimidin-4-amine C(#C)C=1OC(=CN1)C1=CC=C(C=C1)C1=C(C2=C(N=CN=C2N)N1C)C1=CC=C(C=C1)OC1=NC=CC(=N1)C